3-hydroxypropanenitrile 2,2,2-trifluoroacetate FC(C(=O)O)(F)F.OCCC#N